ClC1=CC=C(C=C1)C1(CCN(CC1)C(=O)OC(C)(C)C)NS(=O)(=O)C1=CC=C(C=C1)C(F)(F)F tert-butyl 4-(4-chlorophenyl)-4-[[4-(trifluoromethyl)phenyl]sulfonylamino]piperidine-1-carboxylate